N-[4-[(6,7-dimethoxy-1,5-naphthyridin-4-yl)oxy]-3-fluorophenyl]-4-hydroxy-6-methyl-5-(4-methylthiophen-2-yl)pyridine-3-carboxamide COC=1N=C2C(=CC=NC2=CC1OC)OC1=C(C=C(C=C1)NC(=O)C=1C=NC(=C(C1O)C=1SC=C(C1)C)C)F